[Si](C)(C)(C(C)(C)C)OCC1=CC=CC(=N1)N1N=C(C=C1)CC(=O)O 2-[1-(6-{[(tert-butyldimethylsilyl)oxy]methyl}pyridin-2-yl)-1H-pyrazol-3-yl]acetic acid